N,N,N',N'-tetraisobutyl-1,3-propylenediamine C(C(C)C)N(CCCN(CC(C)C)CC(C)C)CC(C)C